C(C)S(=O)C(=O)N(C[C@H]1C(NCC1)=O)CC([C@H](CC(C)C)NC(=O)C=1NC2=CC=CC(=C2C1)OC)=O N-((3S)-1-(1-(ethylsulfinyl)-N-(((S)-2-oxopyrrolidin-3-yl)methyl)methanamido)-5-methyl-2-oxohexan-3-yl)-4-methoxy-1H-indole-2-carboxamide